tert-butyl (2S)-2-(cyanomethyl)-4-(2,6,8-trifluoro-7-(3-(methoxymethyloxy)-8-((triisoPropylsilyl)ethynyl)naphthalen-1-yl)quinazolin-4-yl)piperazine-1-carboxylate C(#N)C[C@@H]1N(CCN(C1)C1=NC(=NC2=C(C(=C(C=C12)F)C1=CC(=CC2=CC=CC(=C12)C#C[Si](C(C)C)(C(C)C)C(C)C)OCOC)F)F)C(=O)OC(C)(C)C